1-N-[4-[7-(5,6-dihydro-4H-pyrrolo[1,2-b]pyrazol-2-yl)quinolin-4-yl]oxyphenyl]-1-N'-(4-fluorophenyl)cyclopropane-1,1-dicarboxamide hydrochloride Cl.N=1N2C(=CC1C1=CC=C3C(=CC=NC3=C1)OC1=CC=C(C=C1)NC(=O)C1(CC1)C(=O)NC1=CC=C(C=C1)F)CCC2